3-fluoro-5-(((1-(hexadecyloxy)-3-(trityloxy)propan-2-yl)oxy)methyl)benzonitrile FC=1C=C(C#N)C=C(C1)COC(COCCCCCCCCCCCCCCCC)COC(C1=CC=CC=C1)(C1=CC=CC=C1)C1=CC=CC=C1